(5,5'-dibromo-4,4'-dibutyl-2,2'-bithiazole) iridium (III) [Ir+3].BrC1=C(N=C(S1)C=1SC(=C(N1)CCCC)Br)CCCC